C(#N)CC1CCC(CC1)N1C(=NC=2C1=C1C(=NC2)N(C=C1)S(=O)(=O)C1=CC=CC=C1)C=1C=CC(=NC1)C(=O)O 5-(1-((1r,4r)-4-(cyanomethyl)cyclohexyl)-6-(benzenesulfonyl)-1,6-dihydroimidazo[4,5-d]Pyrrolo[2,3-b]Pyridin-2-yl)picolinic acid